[Ag].[Cu].[C] carbon copper-silver